4-(2-(cyanomethyl)-4-methyl-5-oxo-4,5-dihydro-2H-pyrazolo[4,3-b]pyridin-7-yl)-1-(1-(quinoxalin-6-yl)ethyl)piperazine-2-carboxamide C(#N)CN1N=C2C(N(C(C=C2N2CC(N(CC2)C(C)C=2C=C3N=CC=NC3=CC2)C(=O)N)=O)C)=C1